C(C)OC(CCC(=O)N1CC2=CC(=C(C(=C2C1)F)O)OC)=O.BrC=1C(=CC(=C(N(CC2=CC=C(C=C2)OC)CC2=CC=C(C=C2)OC)C1)F)C(C(F)F)C 5-bromo-4-(1,1-difluoropropan-2-yl)-2-fluoro-N,N-bis(4-methoxybenzyl)aniline ethyl-4-(4-fluoro-5-hydroxy-6-methoxyisoindolin-2-yl)-4-oxobutyrate